FC=1C(=NC(=NC1)N[C@H]1[C@@H](COCC1)O)C=1C=C2C(=C(C=NC2=CC1F)C(C)(C)O)C(C)C (3S,4R)-4-((5-fluoro-4-(7-fluoro-3-(2-hydroxyprop-2-yl)-4-isopropylquinolin-6-yl)pyrimidin-2-yl)amino)tetrahydro-2H-pyran-3-ol